5'-(2,6-dimethyl-4-nitrophenoxy)-1'-(oxolan-2-yl)spiro[cyclopropane-1,3'-indole] CC1=C(OC=2C=C3C4(CN(C3=CC2)C2OCCC2)CC4)C(=CC(=C1)[N+](=O)[O-])C